FC=1C=C(C=NC1)C1=CC(=NC(=C1OC(C)C)C)C=1OC(=NN1)C1=NC=C(C=C1)F 2-(5-fluoro-5'-isopropoxy-6'-methyl-[3,4'-bipyridin]-2'-yl)-5-(5-fluoropyridin-2-yl)-1,3,4-oxadiazole